The molecule is a phosphatidylcholine 34:1 in which the acyl groups specified at positions 1 and 2 are octadecanoyl and (9Z)-hexadecenoyl respectively. It derives from a palmitoleic acid and an octadecanoic acid. CCCCCCCCCCCCCCCCCC(=O)OC[C@H](COP(=O)([O-])OCC[N+](C)(C)C)OC(=O)CCCCCCC/C=C\\CCCCCC